C1N(CCC12CCNCC2)C=2C=C(N(C)C)C=CC2 3-(2,8-diazaspiro[4.5]decan-2-yl)-N,N-dimethylaniline